[(4S)-5,5-difluoro-3-(trifluoromethyl)-1,4,6,7-tetrahydroindazol-4-yl] benzoate C(C1=CC=CC=C1)(=O)O[C@H]1C=2C(=NNC2CCC1(F)F)C(F)(F)F